benzyl (3S,5S)-3-((6-(4-amino-2,3,5-trifluorophenyl)-8-ethyl-7-oxo-7,8-dihydropyrido[2,3-d]pyrimidin-2-yl)amino)-5-fluoropiperidine-1-carboxylate NC1=C(C(=C(C=C1F)C1=CC2=C(N=C(N=C2)N[C@@H]2CN(C[C@H](C2)F)C(=O)OCC2=CC=CC=C2)N(C1=O)CC)F)F